5-[(4R,9aS)-4-methyl-8-[2-(6-piperazin-1-yl-3-pyridyl)ethyl]-3,4,6,7,9,9a-hexahydro-1H-pyrazino[1,2-a]pyrazin-2-yl]quinoline-8-carbonitrile C[C@@H]1CN(C[C@H]2N1CCN(C2)CCC=2C=NC(=CC2)N2CCNCC2)C2=C1C=CC=NC1=C(C=C2)C#N